5-((3-(Benzyloxy)cyclobutyl)amino)-2-(2,6-dioxopiperidin-3-yl)isoindoline-1,3-dione C(C1=CC=CC=C1)OC1CC(C1)NC=1C=C2C(N(C(C2=CC1)=O)C1C(NC(CC1)=O)=O)=O